ClC1=CNC=2C1=NC(=CC2CNCC(C)C)C(=O)O 3-chloro-7-((isobutylamino)methyl)-1H-pyrrolo[3,2-b]pyridine-5-carboxylic acid